Bicyclo[3.2.0]heptanebis(amide) C12(C(CCC2CC1)C(=O)N)C(=O)N